FC1=CC=C(C=C1)CC(=O)NC1=NC=CC(=C1)C1=C(C=2C(NCCC2N1)=O)C1=CC=CC=C1 2-(4-Fluorophenyl)-N-[4-(4-oxo-3-phenyl-4,5,6,7-tetrahydro-1H-pyrrolo[3,2-c]pyridin-2-yl)pyridin-2-yl]acetamid